(R)-N-((S)-1-(4-bromo-2-methylphenyl)-2,2,2-trifluoroethyl)-N,2-dimethylpropane-2-sulfinamide BrC1=CC(=C(C=C1)[C@@H](C(F)(F)F)N([S@](=O)C(C)(C)C)C)C